C(CC)(=O)OC[C@H]1O[C@@]([C@@H]([C@@H]1OC(C)=O)O)(C#N)C1=CC=C2C(=NC=NN21)N [(2R,3S,4R,5R)-3-(acetyloxy)-5-{4-aminopyrrolo[2,1-f][1,2,4]triazin-7-yl}-5-cyano-4-hydroxyoxolan-2-yl]methyl propanoate